COC1(CCN(CC1)C)C1=C(C=C(N)C=C1)C 4-(4-methoxy-1-methylpiperidin-4-yl)-3-methylaniline